O.C(CCC(=O)O)(=O)O Succinic acid hydrate